FC(C)(F)C1=NC(=C(C(=O)NC(C)C=CS(=O)(=O)C)C=C1)OC1=CC=CC=C1 6-(1,1-difluoroethyl)-N-(4-(methylsulfonyl)but-3-en-2-yl)-2-phenoxynicotinamide